NC=1C2=C(N=CN1)N(C=C2C=2C(=C1CCN(C1=CC2)C(CC2=CC(=C(C=C2)CN2CCN(CC2)C)C(F)(F)F)=O)F)C2CC2 1-(5-(4-amino-7-cyclopropyl-7H-pyrrolo[2,3-d]pyrimidin-5-yl)-4-fluoroindolin-1-yl)-2-(4-((4-methylpiperazin-1-yl)methyl)-3-(tri-fluoromethyl)phenyl)-ethan-1-one